FC=1C=CC(=C(C(=O)O)C1)C1=NC=CC=N1 5-Fluoro-2-Pyrimidin-2-Yl-Benzoic Acid